C(C)C=1NC=2N(C(C1N1CCN(CC1)C(=O)OC(C)(C)C)=O)N=C(N2)C2=NC=C(C=N2)O tert-butyl 4-[5-ethyl-2-(5-hydroxypyrimidin-2-yl)-7-oxo-4H-[1,2,4]triazolo[1,5-a]pyrimidin-6-yl]piperazine-1-carboxylate